C(C)OP(=O)(OCC)CC(=O)OC(C)(C)C tert-butyl 2-(diethoxyphosphoryl)acetate